FC1=CC=C(C=C1)C1=NC=2C(=NC(=CN2)C(=O)N2C[C@H]3C([C@H]3C2)COC=2C(=NC=CC2)C(F)(F)F)N1C (2-(4-fluorophenyl)-1-methyl-1H-imidazo[4,5-b]pyrazin-6-yl)((1R,5S,6r)-6-(((2-(trifluoromethyl)pyridine-3-yl)oxy)methyl)-3-azabicyclo[3.1.0]hexan-3-yl)methanone